2-fluoro-4-(methyl(6-((4-methyl-1-oxo-1,3-dihydroisobenzofuran-5-yl)methyl)-5,6,7,8-tetrahydropyrido[4,3-d]pyrimidin-2-yl)amino)benzonitrile FC1=C(C#N)C=CC(=C1)N(C=1N=CC2=C(N1)CCN(C2)CC=2C(=C1COC(C1=CC2)=O)C)C